S(N)(=O)(=O)C=1C=C(C=CC1)NC(=O)C=1C(=NC=C(C1)C(F)(F)F)N1CC(CCCC1)C(=O)OC.FC(C(=C(F)F)F)(F)F Hexafluoro Propylene methyl 1-[3-[(3-sulfamoylphenyl) carbamoyl]-5-(trifluoro-methyl)-2-pyridyl]-azepane-3-carboxylate